beta-aminoalanine NC[C@H](N)C(=O)O